1-(4-(1H-1,2,4-triazol-5-yl)phenyl-1H-pyrrolo[2,3-b]pyridin-5-yl)(4,4-difluoropiperidin-1-yl)methanone N1N=CN=C1C1=CC=C(C=C1)N1C=CC=2C1=NC=C(C2)C(=O)N2CCC(CC2)(F)F